4-[1-(3,5,5,8,8-pentamethyl-6,7-dihydronaphthalen-2-yl)ethenyl]Benzoic acid CC=1C(=CC=2C(CCC(C2C1)(C)C)(C)C)C(=C)C1=CC=C(C(=O)O)C=C1